ClC=1C=C(CO[C@@H]2CC[C@H](CC2)C(=O)NCC2=C(C(=C(C=C2)C(F)(F)F)C=2NC(C=C(N2)C(F)(F)F)=O)F)C=CC1 trans-4-[(3-chlorobenzyl)oxy]-N-{2-fluoro-3-[6-oxo-4-(trifluoromethyl)-1,6-dihydropyrimidin-2-yl]-4-(Trifluoromethyl)benzyl}cyclohexane-1-carboxamide